N1C(CCCC1)C(CC)=O 1-(Piperidin-2-yl)propan-1-one